FC=1C=C2C=C(NC2=CC1OCC1=NOC=C1)CN (5-fluoro-6-(isoxazol-3-ylmethoxy)-1H-indol-2-yl)methanamine